N1C=CC2=C(C=CC=C12)CNCC(=O)O 2-{[(1H-indol-4-yl)methyl]amino}acetic acid